C1(CC1)C1=C(C(=NO1)C1=C(C=CC=C1Cl)Cl)CO[C@@H]1[C@@H]2C(N([C@H](C1)C2)C=2C=CC(=NC2)C(=O)O)=O |&1:18| 5-[(1S,4R,SR)-5-{[5-cyclopropyl-3-(2,6-dichlorophenyl)-1,2-oxazol-4-yl]methoxy}-3-oxo-2-azabicyclo[2.2.1]heptan-2-yl]pyridine-2-carboxylic acid